3-(4-acetylphenyl)benzene C(C)(=O)C1=CC=C(C=C1)C=1C=CC=CC1